N1C(=NC2=C1C=CC=C2)C=2C=C(NC1=CC=C(C=C1)C=1N=NC=C(C1)C(F)(F)F)C=CC2 3-(1H-benzo[d]imidazol-2-yl)-N-(4-(5-(trifluoromethyl)pyridazin-3-yl)phenyl)aniline